O(CN1CCOCC1)CN1CCOCC1 4,4'-(Oxybis(methylene))dimorpholine